NC1=NC(=C(C(=C1C#N)C1=CC=C(C=C1)OC1COC1)C#N)S 2-amino-6-mercapto-4-(4-(oxetan-3-yloxy)phenyl)pyridine-3,5-dicarbonitrile